NC1=NC=2C=C(C(=CC2C2=C1C=NN2C)C(=O)N(C2COC1=NC(=CC=C12)C(F)(F)F)C=1C=NN(C1)C)F 4-amino-7-fluoro-1-methyl-N-(1-methyl-1H-pyrazol-4-yl)-N-(6-(trifluoromethyl)-2,3-dihydrofuro[2,3-b]pyridin-3-yl)-1H-pyrazolo[4,3-c]quinolin-8-carboxamide